bis(prop-2-enyl) oxirane-2,3-dicarboxylate O1C(C1C(=O)OCC=C)C(=O)OCC=C